1-di-sec-butylphosphoryl-octane C(C)(CC)P(=O)(C(C)CC)CCCCCCCC